C(CCCCCCCCCCC)(=O)OCC[N+](C)(C)C Choline Dodecanoate